[1-[4-[methyl(tetrahydropyran-4-yl)amino]-5-oxido-6,7-dihydro-thieno[3,2-d]pyrimidin-5-ium-2-yl]azetidin-3-yl] 1,5-dimethylpyrazole-3-carboxylate CN1N=C(C=C1C)C(=O)OC1CN(C1)C=1N=C(C2=C(N1)CC[S+]2[O-])N(C2CCOCC2)C